2-(4-chloro-3-methyl-2,6-dioxo-pyrimidin-1-yl)acetic acid ClC=1N(C(N(C(C1)=O)CC(=O)O)=O)C